6-bromo-1-methyl-1H-1,3-benzodiazole BrC=1C=CC2=C(N(C=N2)C)C1